(3-methyltetrahydrofuran-3-yl)methyl (1-hydroxy-7-methyl-1,3-dihydrobenzo[c][1,2]oxaborole-6-carbonyl)-L-valinate OB1OCC2=C1C(=C(C=C2)C(=O)N[C@@H](C(C)C)C(=O)OCC2(COCC2)C)C